C1(C=CC(C=C1)=O)=O cyclohexa-2,5-diene-1,4-dione